C1=C(C=CC=2C(=CC=CC12)C(=O)O)C(=O)O naphthalene-2,5-dicarboxylic acid